(12aR)-7-Hydroxy-12-[(R)-(3,4-difluorophenyl)(phenyl)methyl]-3,4,12,12a-tetrahydro-1H-[1,4]oxazino[3,4-c]pyrido[2,1-f][1,2,4]triazin-6,8-dion OC=1C(C=CN2N([C@H]3N(C(C21)=O)CCOC3)[C@H](C3=CC=CC=C3)C3=CC(=C(C=C3)F)F)=O